C1(=CC=CC=C1)C1CC(C1)N1C(C(N(CC1)CC1=NC=C(C=N1)C1=CC=CC=C1)=O)=O 1-(3-phenylcyclobutyl)-4-((5-phenylpyrimidin-2-yl)methyl)piperazine-2,3-dione